ClC1=C(C=CC=C1)C1=CC(=C(S1)C(=O)OC)NC(=O)OC1=CC=CC=C1 methyl 5-(2-chlorophenyl)-3-((phenoxycarbonyl)amino)thiophene-2-carboxylate